ClC1=C(C=C(C(=C1)[N+](=O)[O-])C=O)CC(=O)N (2-chloro-5-formyl-4-nitrophenyl)acetamide